FC(OC=1C=CC(=C(C1)N1C(N(C2=C1C=CC(=C2)C(=O)NC2(CS(C2)(=O)=O)C)[C@H](C)C(C)(C)O)=O)F)F (R)-1-(5-(difluoromethoxy)-2-fluorophenyl)-3-(3-hydroxy-3-methylbutan-2-yl)-N-(3-methyl-1,1-dioxidothietan-3-yl)-2-oxo-2,3-dihydro-1H-benzo[d]imidazole-5-carboxamide